COC1=NC=CC(=C1)C1=NOC(=N1)C1=CC2=C(N(NN2)C)C=C1 5-[3-(2-methoxypyridin-4-yl)-1,2,4-oxadiazol-5-yl]-1-methyl-2,3-dihydro-1H-1,2,3-benzotriazole